O=C1NC(CCC1N1C(N(C2=C1C=CC=C2CCOCCOCCOCCOCCNC(OC(C)(C)C)=O)C)=O)=O 1-Tert-butyl (14-(1-(2,6-dioxopiperidin-3-yl)-3-methyl-2-oxo-2,3-dihydro-1H-benzo[d]imidazol-4-yl)-3,6,9,12-tetraoxatetradecyl)carbamate